N[C@@]1(C(C1)(C)C)C(=O)O (S)-1-AMINO-2,2-DIMETHYLCYCLOPROPANECARBOXYLIC ACID